C1(=CC=CC=C1)C1=C(C(=NN=N1)C1=C2C(=CC=C1C1=CC=CC=C1)N=C1C=CC3=C4C=CC=CC4=NC3=C12)C1=C(C=CC=C1)C1=CC=CC=C1 (phenyl)(biphenylyl)[(phenyl)indolocarbazolyl]triazine